5-methyl-2-(piperidin-1-ylsulfonyl)-4-(4,4,5,5-tetramethyl-1,3,2-dioxaborolan-2-yl)-1-tosyl-1H-pyrrolo[2,3-c]pyridine CC=1C(=C2C(=CN1)N(C(=C2)S(=O)(=O)N2CCCCC2)S(=O)(=O)C2=CC=C(C)C=C2)B2OC(C(O2)(C)C)(C)C